[Zr](Br)(Br)(Br)Br Zirconium (IV) bromide